1-((3-((3R,5R)-5-(4-chlorophenyl)tetrahydro-furan-3-yl)-1,2,4-oxadiazol-5-yl)methyl)-7-methyl-3,7-dihydro-1H-purine-2,6-dione ClC1=CC=C(C=C1)[C@H]1C[C@@H](CO1)C1=NOC(=N1)CN1C(NC=2N=CN(C2C1=O)C)=O